2,4-Dinitrobenzoic acid [N+](=O)([O-])C1=C(C(=O)O)C=CC(=C1)[N+](=O)[O-]